FC1=CN=CC=2[C@H]3N(C[C@@H](OC21)C3)C(=O)C32CCC(CC3)(C2)F ((2S,5S)-9-fluoro-2,3-dihydro-2,5-methanopyrido[3,4-f][1,4]oxazepin-4(5H)-yl)(4-fluorobicyclo[2.2.1]heptan-1-yl)methanone